ClC1=C(C=CC(=C1)C)C=1CCCC2=C(C1C1=CC=C(C=C1)O[C@@H]1CN(CC1)CCCF)C=CC(=C2)C=2N=NNN2 (S)-5-(8-(2-chloro-4-methylphenyl)-9-(4-((1-(3-fluoropropyl)pyrrolidin-3-yl)oxy)phenyl)-6,7-dihydro-5H-benzo[7]annulen-3-yl)-2H-tetrazole